2-chloro-8-hydroxy-7,8-dihydro-1,6-naphthyridine ClC1=NC=2C(CN=CC2C=C1)O